C(C)C1N(CCC1)CCOCCOC Ethylmethoxyethoxyethylpyrrolidine